ClC1=NC=C(C(=N1)NCC1=CC=C(C=C1)O)C(=O)N 2-chloro-4-[(4-hydroxybenzyl)amino]pyrimidin-5-carboxamide